ClC=1C(=NC(=NC1)NC1CCOCC1)C1=CC=C2CN(C(C2=C1)=O)[C@@H](C(=O)N[C@H](C)C1=NC(=CC=C1)N1CCN(CC1)C)C (2R)-2-(6-{5-chloro-2-[(oxan-4-yl)amino]pyrimidin-4-yl}-1-oxo-2,3-dihydro-1H-isoindol-2-yl)-N-[(1R)-1-[6-(4-methylpiperazin-1-yl)pyridin-2-yl]ethyl]propanamide